ClC1=CC(=C(CSC2=NNC=C2)C=C1)F 3-((4-chloro-2-fluorobenzyl)thio)-1H-pyrazole